C(CCCCCCCCCCCCCCC)N1C(=C(C(C2=C(C=C(C=C12)O)O)=O)O)C1=CC(=C(C=C1)O)O N-hexadecyl-2-(3,4-dihydroxyphenyl)-3,5,7-trihydroxyquinolin-4-one